N-(5-(2,4-difluorophenoxy)pyridin-2-yl)-2-(4-oxocyclohexyl)propanamide FC1=C(OC=2C=CC(=NC2)NC(C(C)C2CCC(CC2)=O)=O)C=CC(=C1)F